t-butyl 4-[3-chloro-5-(5-fluoro-6-aminopyridin-3-yl) phenyl]Piperazine-1-carboxylate ClC=1C=C(C=C(C1)C=1C=NC(=C(C1)F)N)N1CCN(CC1)C(=O)OC(C)(C)C